C(CCCCCCCCCCCCCCCCC)OC(C(CCC(=O)OCCCCCCCCCCCCCCCCCC)OC(=O)OCCCN(C)C)=O.NCC(=O)NC1=C(C=CC=C1)OC1=CC(=CC=C1)OC 2-amino-N-(2-(3-methoxyphenoxy)phenyl)acetamide Dioctadecyl-2-(((3-(dimethylamino)propoxy)carbonyl)oxy)pentanedioate